ClC1=C(C=C2C=C(N=CC2=C1)NC(=O)[C@H]1[C@H]([C@@H]1C1=NN(C=C1)C)CC)N1CCN(CC1)[C@]1(COC[C@H]1F)C (1S,2S,3S)-N-[7-chloro-6-[4-((3S,4S)-4-fluoro-3-methyl-tetrahydrofuran-3-yl)piperazin-1-yl]-3-isoquinolyl]-2-ethyl-3-(1-methylpyrazol-3-yl)cyclopropanecarboxamide